ClC1=NC2=CC(=C(C=C2C(=N1)N[C@H](C)C=1C=C(C=CC1)NC1=CC2=C(N=CS2)C=C1)OC)OC (R)-N-(3-(1-((2-chloro-6,7-dimethoxyquinazolin-4-yl)amino)ethyl)phenyl)benzo[d]thiazole-6-amine